C(#N)C=1C=NC(=NC1)N[C@H]1CN(CC1)C1=NC(=NC2=CC(=CC=C12)NC(C=C)=O)N1CCCC1 (R)-N-(4-(3-((5-cyanopyrimidin-2-yl)amino)pyrrolidin-1-yl)-2-(pyrrolidin-1-yl)quinazolin-7-yl)acrylamide